Cl.C(C)OC(=O)C(CCC1=CC=CC=C1)NC(C(=O)N1CC2=CC(=C(C=C2CC1C(=O)O)OC)OC)C 2-[2-[[1-(ethoxycarbonyl)-3-phenylpropyl]amino]-1-oxopropyl]-1,2,3,4-tetrahydro-6,7-dimethoxy-3-isoquinolinecarboxylic acid, monohydrochloride